1-(6-tert-Butyl-7-methyl-furo[2,3-b]pyrazin-2-yl)-2-dimethoxyphosphoryl-ethanone C(C)(C)(C)C1=C(C=2C(=NC=C(N2)C(CP(=O)(OC)OC)=O)O1)C